N1(N=CC=C1)C1=C(C=CC=C1)B(O)O 2-PYRAZOL-1-YL-PHENYL-BORONIC ACID